FC(C=1C(=C(C=CC1)[C@@H](C)NC1=CN=NC2=CC=C(C=C12)N[C@H]1CN(CC1)C)F)F N4-((R)-1-(3-(difluoromethyl)-2-fluorophenyl)ethyl)-N6-((R)-1-methylpyrrolidin-3-yl)cinnoline-4,6-diamine